BrC=1C=C(C=C(C1)OC)C(O)C1=CC=CC=C1 (3-bromo-5-methoxyphenyl)(phenyl)methanol